3-(2,6-difluoro-3,5-dimethoxyphenyl)-7-(1,3-dimethyl-1H-pyrazol-4-yl)-1-(pyridin-3-yl)-3,4-dihydropyrido[4,3-d]pyrimidin-2(1H)-one FC1=C(C(=C(C=C1OC)OC)F)N1C(N(C2=C(C1)C=NC(=C2)C=2C(=NN(C2)C)C)C=2C=NC=CC2)=O